4-(5-amino-2,3-difluorophenyl)-1H-indole-7-carboxamide NC=1C=C(C(=C(C1)C1=C2C=CNC2=C(C=C1)C(=O)N)F)F